C1(=CC=CC=C1)[Al]OC1=CC=CC=C1 phenylphenoxyaluminum